OCCNCCC(=O)O N-(2-hydroxyethyl)-beta-alanine